C(C)OC(CCC1CN(CCC1)CC(=O)O)=O [3-(3-ethoxy-3-oxopropyl)piperidin-1-yl]acetic acid